(S)-2-(4-(6-((4-chloro-2-fluorobenzyl)oxy)-5-fluoropyridin-2-yl)-2,3,6-trifluorobenzyl)-1-(4,4-dimethyltetrahydrofuran-3-yl)-1H-benzo[d]imidazole-6-carboxylic acid ClC1=CC(=C(COC2=C(C=CC(=N2)C2=C(C(=C(CC3=NC4=C(N3[C@@H]3COCC3(C)C)C=C(C=C4)C(=O)O)C(=C2)F)F)F)F)C=C1)F